The molecule is an N-sulfonylurea in which the sulfur atom is attached to a 4-(methoxycarbonyl)-2-methylthiophen-3-yl group and in which the non-sulfonated nitrogen is substituted by a 3-methoxy-4-methyl-5-oxo-4,5-dihydro-1H-1,2,4-triazol-1-yl group. It is a herbicide used for the selective control of grasses and broadleaf weeds primarily in corn. It has a role as an EC 2.2.1.6 (acetolactate synthase) inhibitor, a herbicide and an agrochemical. It is a member of thiophenes, a methyl ester, a member of triazoles, a N-sulfonylurea and an ether. It derives from a thiencarbazone. CC1=C(C(=CS1)C(=O)OC)S(=O)(=O)NC(=O)N2C(=O)N(C(=N2)OC)C